COCC1=NN(C=C1)CC=1C=C2CCN(CC2=CC1)C (methoxymethyl)-1-[(2-methyl-3,4-dihydro-1H-isoquinolin-6-yl)methyl]pyrazole